tert-butyl N-[3-[[trans-2-cyanocyclopropanecarbonyl]amino]-6-(4-ethyl-3-pyridyl)cinnolin-8-yl]carbamate C(#N)[C@H]1[C@@H](C1)C(=O)NC=1N=NC2=C(C=C(C=C2C1)C=1C=NC=CC1CC)NC(OC(C)(C)C)=O